FC(C(=O)O)(F)F.C[C@@H]1N(C[C@H](NC1)C)C1=NC=NC2=CC=C(C=C12)C=1C=C(C(=NC1)OC)NS(=O)(=O)C1=C(C=C(C=C1)F)F N-(5-(4-((2S,5R)-2,5-dimethylpiperazin-1-yl)quinazolin-6-yl)-2-methoxypyridin-3-yl)-2,4-difluorobenzenesulfonamide trifluoroacetate salt